C(C)(C)(C)N1N=CC(=C1)C(=O)NCC1=C(C(=C(C=C1)C1=NC=NN2C1=CC(=C2)N2CCOCC2)F)C 1-(tert-butyl)-N-(3-fluoro-2-methyl-4-(6-morpholinopyrrolo[2,1-f][1,2,4]triazin-4-yl)benzyl)-1H-pyrazole-4-carboxamide